(1R,2S,5S)-N-(cyano(pyrazolo[1,5-a]pyrazin-6-yl)methyl)-3-((S)-3,3-dimethyl-2-(2,2,2-trifluoroacetamido)butanoyl)-6,6-dimethyl-3-azabicyclo[3.1.0]hexane-2-carboxamide C(#N)C(NC(=O)[C@@H]1[C@H]2C([C@H]2CN1C([C@H](C(C)(C)C)NC(C(F)(F)F)=O)=O)(C)C)C=1N=CC=2N(C1)N=CC2